CC1=C(SC=2CNCC21)C(=O)N 3-methyl-5,6-dihydro-4H-thieno[2,3-c]pyrrole-2-carboxamide